(2S,3S,4S)-2-(6-bromopyridin-2-ylcarbamoyl)-4-fluoro-3-methoxypyrrolidine-1-carboxylic acid tert-butyl ester C(C)(C)(C)OC(=O)N1[C@@H]([C@@H]([C@H](C1)F)OC)C(NC1=NC(=CC=C1)Br)=O